9-isopropyl-N-methyl-7,10-dioxo-6-(4-(trifluoro-methyl)-benzyl)-2,6,9-triazaspiro[4.5]-decane-2-carboxamide C(C)(C)N1CC(N(C2(CCN(C2)C(=O)NC)C1=O)CC1=CC=C(C=C1)C(F)(F)F)=O